di-n-butylaluminium C(CCC)[Al]CCCC